benzyl-bis(2-chloroethyl)amine C(C1=CC=CC=C1)N(CCCl)CCCl